ClC1=NC=C(C(=N1)Cl)COCC 2,4-dichloro-5-(ethoxymethyl)pyrimidine